ClCC1=CC=C(C(=C)C)C=C1 p-chloromethyl-alpha-methyl-styrene